2-(2,6-dioxopiperidin-3-yl)-5-(piperazin-1-yl-2,2,3,3,5,5,6,6-d8)isoindoline-1,3-dione O=C1NC(CCC1N1C(C2=CC=C(C=C2C1=O)N1C(C(NC(C1([2H])[2H])([2H])[2H])([2H])[2H])([2H])[2H])=O)=O